prolyl glutamate N[C@@H](CCC(=O)[O-])C(=O)OC([C@H]1NCCC1)=O